C(C1=CC=CC=C1)N1CC(CCC1)C1=CC=NC=2N1N=CC2C2=CC=NC=C2 7-(1-Benzylpiperidin-3-yl)-3-(pyridin-4-yl)pyrazolo[1,5-a]pyrimidine